C(=C)N1C(CCC1)=O 1-ethenylpyrrolidin-2-on